3,6-dimethyl-1H-indazole CC1=NNC2=CC(=CC=C12)C